C(=O)(OCC1C2=CC=CC=C2C2=CC=CC=C12)N(CCC(=O)O)C Fmoc-N-methyl-beta-alanine